C(C=1C(C=O)=CC=CC1)=O PHTHALALDEHYDE